N1(CCOCC1)C1=NC2=C(N=CC=C2C(=C1)C1=C(N)C=CC=C1)C1=CC=NN1 2-[2-(morpholin-4-yl)-8-(1H-pyrazol-5-yl)-1,7-naphthyridin-4-yl]aniline